(2R,3S,4S)-4-hydroxy-2-[(4-methoxyphenyl)methyl]pyrrolidin-3-yl N-[(4-sulfamoylphenyl)methyl]carbamate S(N)(=O)(=O)C1=CC=C(C=C1)CNC(O[C@H]1[C@H](NC[C@@H]1O)CC1=CC=C(C=C1)OC)=O